2-methyl-pyrazol CN1N=CC=C1